5-BUTYLFURAN-2-YLBORONIC ACID C(CCC)C1=CC=C(O1)B(O)O